(+-)-1-(3-CYCLOOCTEN-1-YL)-1-PROPANOL C1(CC=CCCCC1)C(CC)O